3-methoxy-4-(2-methoxyethoxy)-N-(2-(2-methoxypyrimidin-4-yl)-1H-pyrrolo[3,2-c]pyridin-6-yl)benzamide COC=1C=C(C(=O)NC2=CC3=C(C=N2)C=C(N3)C3=NC(=NC=C3)OC)C=CC1OCCOC